(2R,3S)-3-(4,4-diethyl-2-imino-6-oxo-hexahydropyrimidin-1-yl)-N-[(1R,2S)-3,3-difluoro-2-hydroxy-indan-1-yl]-2-(methoxymethyl)-2-methyl-3H-benzofuran-5-carboxamide C(C)C1(NC(N(C(C1)=O)[C@@H]1[C@](OC2=C1C=C(C=C2)C(=O)N[C@H]2[C@@H](C(C1=CC=CC=C21)(F)F)O)(C)COC)=N)CC